2-[({3-chloro-4-[5-(trifluoromethyl)-1,2,4-oxadiazol-3-yl]pyridin-2-yl}oxy)methyl]-5-methylpyrazine ClC=1C(=NC=CC1C1=NOC(=N1)C(F)(F)F)OCC1=NC=C(N=C1)C